NC=1C2=C(N=CN1)N(C=C2C2=NN(C=C2)C)[C@H]2[C@@H]([C@@H]([C@H](C2)C(=O)NC2CCN(CC2)C)O)O (1S,2R,3S,4R)-4-[4-amino-5-(1-methyl-1H-pyrazol-3-yl)-7H-pyrrolo[2,3-d]pyrimidin-7-yl]-2,3-dihydroxy-N-(1-methylpiperidin-4-yl)cyclopentane-1-carboxamide